Methyl (S)-2-(4-fluoro-2,6-dimethylbenzoyl)-3-(4-((1-(3-fluoropropyl)pyrrolidin-3-yl)amino)phenoxy)benzo[b]thiophene-6-carboxylate FC1=CC(=C(C(=O)C2=C(C3=C(S2)C=C(C=C3)C(=O)OC)OC3=CC=C(C=C3)N[C@@H]3CN(CC3)CCCF)C(=C1)C)C